[Si](C)(C)(C(C)(C)C)OCC(C)(C)C1=CC(=NO1)N 5-(1-((tert-butyldimethylsilyl)oxy)-2-methylpropan-2-yl)isoxazol-3-amine